4-(3-ethoxy-4-hydroxy-phenyl)butan-2-one C(C)OC=1C=C(C=CC1O)CCC(C)=O